(R)-9-(1-(4-(1H-pyrazol-1-yl)phenyl)ethyl)-2-(2-isopropylphenyl)-7,9-dihydro-8H-purin-8-one N1(N=CC=C1)C1=CC=C(C=C1)[C@@H](C)N1C2=NC(=NC=C2NC1=O)C1=C(C=CC=C1)C(C)C